C(C)C=1N=C(NC(C1)=O)C=1C(=C(CNC(=O)C2CCN(CC2)C2=NC(=CC=C2)C)C=CC1C(F)(F)F)F N-[3-(4-ethyl-6-oxo-1,6-dihydropyrimidin-2-yl)-2-fluoro-4-(trifluoromethyl)benzyl]-1-(6-methyl-Pyridin-2-yl)piperidine-4-carboxamide